5-Methylamino-2-pyridin-2-yl-4,5,6,7-tetrahydro-2H-indazol-3-ol CNC1CC2=C(N(N=C2CC1)C1=NC=CC=C1)O